FC1=CC2=C(NC(=N2)C2=CC=CC=C2)C=C1 5-fluoro-2-phenyl-1H-benzo[d]imidazole